Ethoxybenzyl-Diethylentriamin C(C)ON(CCNCCN)CC1=CC=CC=C1